CC1=C(C=CC(=C1)C1=NC=NN2C1=CC(=C2)C2=CC=C(C=C2)COCCCC2=CC=C(C=C2)[N+](=O)[O-])CNC(OC(C)(C)C)=O tert-butyl N-[[2-methyl-4-[6-[4-[3-(4-nitrophenyl)propoxymethyl]phenyl]pyrrolo[2,1-f][1,2,4]triazin-4-yl]phenyl]methyl]carbamate